CC1=NC2=C(C=3CCCCC13)CN(C2)C(=O)[C@H]2CN(CC2)C2=CC(=NC=C2)C(F)(F)F (5-Methyl-1,3,6,7,8,9-hexahydro-pyrrolo[3,4-c]isoquinolin-2-yl)-[1-(2-trifluoromethyl-pyridin-4-yl)-pyrrolidin-3(R)-yl]-methanone